(E)-6-(4-methoxyphenyl)-N'-((2-methylcyclohex-1-en-1-yl)methylene)pyrazine-2-carbohydrazide COC1=CC=C(C=C1)C1=CN=CC(=N1)C(=O)N/N=C/C1=C(CCCC1)C